CS(=O)(=O)C=1C=CC(=NC1)CC1CC2(CNC2)C1 6-[(5-methylsulfonyl-2-pyridyl)methyl]-2-azaspiro[3.3]heptane